CN(C(=O)NC1=CC(=C(N=N1)C(=O)NC([2H])([2H])[2H])NC1=NC=CC(=C1OC)C1=NN(N=C1)C)C 6-[(dimethylcarbamoyl)amino]-4-{[3-methoxy-4-(2-methyl-2H-1,2,3-triazol-4-yl)pyridin-2-yl]amino}-N-(2H3)methylpyridazine-3-carboxamide